2-(5-fluoro-3-(methylsulfonamido-methyl)-1-(1-(4-(propan-2-ylidene)cyclohexyl) piperidin-4-yl)-1H-indol-2-yl)ethyl carbamate C(N)(OCCC=1N(C2=CC=C(C=C2C1CNS(=O)(=O)C)F)C1CCN(CC1)C1CCC(CC1)=C(C)C)=O